(1'R,2'R,4'S)-4-(5-Chloropyridin-3-yl)-5'-methyl-2'-(prop-1-en-2-yl)-1',2',3',4'-tetrahydro-[1,1'-biphenyl]-2,4',6-triol ClC=1C=C(C=NC1)C=1C=C(C(=C(C1)O)[C@H]1[C@@H](C[C@@H](C(=C1)C)O)C(=C)C)O